(3R,4R)-1-(1H-benzo[d]imidazol-5-yl)-3-cyclopropyl-4-(2,6-difluoro-4-(1-(trifluoromethyl)-1H-pyrazol-4-yl)phenyl)azetidin-2-one N1C=NC2=C1C=CC(=C2)N2C([C@@H]([C@@H]2C2=C(C=C(C=C2F)C=2C=NN(C2)C(F)(F)F)F)C2CC2)=O